[N-](S(=O)(=O)C(F)(F)F)S(=O)(=O)C(F)(F)F.C(=C)N1C=[NH+]C=C1 1-vinylimidazolium-bis(trifluoromethanesulfonyl)imide